COC1=C(C=C2C=CN=C(C2=C1)OC[C@@]12NC(C[C@H]2C1)=O)C(=O)N 7-methoxy-1-{[(1R,5R)-3-oxo-2-azabicyclo[3.1.0]hex-1-yl]methoxy}isoquinoline-6-carboxamide